C(#N)C1=C(C=CC=C1)CS(=O)(=O)NC1=C(N=CS1)C(=O)O 5-{[(2-cyanophenyl)methyl]sulfonylamino}-1,3-thiazole-4-carboxylic acid